3-(3,5-dichlorophenyl)-1-ethyl-8-((tetrahydro-2H-pyran-4-yl)methyl)-1,3,8-triazaspiro[4.5]decane-2,4-dione formate C(=O)O.ClC=1C=C(C=C(C1)Cl)N1C(N(C2(C1=O)CCN(CC2)CC2CCOCC2)CC)=O